(5R,6R)-6-((R)-5H-Imidazo[5,1-a]isoindol-5-yl)-5,6,7,8-tetrahydrochinolin-5-ol C=1N=CN2C1C1=CC=CC=C1[C@H]2[C@@H]2[C@H](C=1C=CC=NC1CC2)O